ClC1=C(OC2=C1C=CC=C2)C(=O)N[C@@H](CC/C=C/C(=O)OC)C(=O)NC=2C(N(C=CC2)CC(=O)NC2C1CC3CC(CC2C3)C1)=O (S,E)-methyl 6-(3-chlorobenzofuran-2-carboxamido)-7-(1-(2-(2-adamantylamino)-2-oxoethyl)-2-oxo-1,2-dihydropyridin-3-ylamino)-7-oxohept-2-enoate